4'-(3-aminopropanamido)-4-bromo-4''-sulfamoyl-[1,1':3',1''-terphenyl]-5'-carboxamide NCCC(=O)NC1=C(C=C(C=C1C(=O)N)C1=CC=C(C=C1)Br)C1=CC=C(C=C1)S(N)(=O)=O